3-aminothiazine-1,1-dioxide NC=1NS(C=CC1)(=O)=O